C[C@H]1NCC[C@H](C1)N[C@@H]1COCC1 (2R,4R)-2-methyl-N-((S)-tetrahydrofurane-3-yl)piperidin-4-amine